N-(tert-butyl)-3-((2-((2-(isopropylsulfonyl)phenyl)amino)-5-methylpyrimidin-4-yl)amino)benzenesulfonamide C(C)(C)(C)NS(=O)(=O)C1=CC(=CC=C1)NC1=NC(=NC=C1C)NC1=C(C=CC=C1)S(=O)(=O)C(C)C